[IH2+].CC1=NC2=CC=CC=C2C(=C1)C1=CC=C(C=C1)C1CCCCC1 methyl-4-(4-cyclohexyl-phenyl)quinoline iodonium salt